(2R,3S,4R,5S)-3-(2-ethyl-3,4-difluoro-phenyl)-4,5-dimethyl-5-(trifluoromethyl)tetrahydrofuran C(C)C1=C(C=CC(=C1F)F)[C@H]1CO[C@@]([C@@H]1C)(C(F)(F)F)C